The molecule is a docosanoid anion that is the conjugate base of (7S,8,17S)-trihydroxy-(15E,19Z)-docosa-9,11,13,15,19-pentaenoic acid, obtained by deprotonation of the carboxy group; major species at pH 7.3. It is a docosanoid anion and a hydroxy polyunsaturated fatty acid anion. It is a conjugate base of a (7S,8,17S)-trihydroxy-(15E,19Z)-docosa-9,11,13,15,19-pentaenoic acid. CC/C=C\\C[C@@H](/C=C/C=CC=CC=CC([C@H](CCCCCC(=O)[O-])O)O)O